[2,5-Dimethyl-1-(5-methylisoxazol-3-yl)pyrrol-3-yl]-[4-(1-methylpyrazol-4-yl)-3,4-dihydro-1H-isoquinolin-2-yl]methanone CC=1N(C(=CC1C(=O)N1CC2=CC=CC=C2C(C1)C=1C=NN(C1)C)C)C1=NOC(=C1)C